C(#N)C=1C=C(COC2=C(CN[C@H](C(=O)O)C(C)O)C=C(C(=C2)OCC=2C(=C(C=CC2)C2=C(C(=CC=C2)C=2OC(=NN2)CN2CCOCC2)C)C)[N+](=O)[O-])C=CC1 (2S)-2-((2-((3-cyanobenzyl)oxy)-4-((2,2'-dimethyl-3'-(5-(morpholinomethyl)-1,3,4-oxadiazol-2-yl)-[1,1'-biphenyl]-3-yl)methoxy)-5-nitrobenzyl)amino)-3-hydroxybutyric acid